2-(1,3-dimethyl-2,6-dioxo-2,3-dihydro-1H-purin-7(6H)-yl)-N-(6-phenylpyridazin-3-yl)acetamide CN1C(N(C=2N=CN(C2C1=O)CC(=O)NC=1N=NC(=CC1)C1=CC=CC=C1)C)=O